2-(5-(3-cyanophenyl)-2-(cyclopropylmethyl)-1-(3-fluoro-4-sulfamoylbenzyl)-1H-pyrrol-3-yl)thiazole-4-carboxylic acid C(#N)C=1C=C(C=CC1)C1=CC(=C(N1CC1=CC(=C(C=C1)S(N)(=O)=O)F)CC1CC1)C=1SC=C(N1)C(=O)O